N(CC(=O)OC1CC(NC(C1)(C)C)(C)C)(CC(=O)OC1CC(NC(C1)(C)C)(C)C)CC(=O)OC1CC(NC(C1)(C)C)(C)C tris(2,2,6,6-tetramethyl-4-piperidinyl) nitrilotriacetate